3-((3-((4,4-difluorocyclohexyl)amino)-1-oxa-8-azaspiro[4.5]dec-8-yl)sulfonyl)-4-fluorobenzonitrile FC1(CCC(CC1)NC1COC2(C1)CCN(CC2)S(=O)(=O)C=2C=C(C#N)C=CC2F)F